COC1=C(CN2CCN(CC2)CC2CCN(CC2)C(=O)OC(C)(C)C)C(=CC(=C1)C1=CN(C(C2=CN=CC=C12)=O)C)OC tert-butyl 4-((4-(2,6-dimethoxy-4-(2-methyl-1-oxo-1,2-dihydro-2,7-naphthyridin-4-yl)benzyl)piperazin-1-yl)methyl)piperidine-1-carboxylate